di-tert-butyl 3,3'-((((1'R,2'R)-5'-methyl-4-pentyl-2'-(prop-1-en-2-yl)-1',2',3',4'-tetrahydro-[1,1'-biphenyl]-2,6-diyl)bis(oxy))bis(2-oxoethane-2,1-diyl))bis(pyrrolidine-1-carboxylate) CC=1CC[C@H]([C@@H](C1)C1=C(C=C(C=C1OC(CC1CN(CC1)C(=O)OC(C)(C)C)=O)CCCCC)OC(CC1CN(CC1)C(=O)OC(C)(C)C)=O)C(=C)C